phenyl-1H-tetrazole C1(=CC=CC=C1)N1N=NN=C1